rac-5'-bromo-8-(difluoromethoxy)-6-(trifluoromethyl)-3',4'-dihydro-2'H,3H-spiro[imidazo[1,2-a]pyridine-2,1'-naphthalene] BrC1=C2CCC[C@]3(C2=CC=C1)N=C1N(C=C(C=C1OC(F)F)C(F)(F)F)C3 |r|